3,4,6-trifluoro-2-iodoaniline FC=1C(=C(N)C(=CC1F)F)I